ClC1=NC(=CC(=C1)NC(=O)C=1C=CC(=NC1)C=1N=NN(C1NC(O[C@H](C)C=1C(=NC=C(C1)F)Cl)=O)C)Cl (R)-1-(2-chloro-5-fluoropyridin-3-yl)ethyl (4-(5-((2,6-dichloro-pyridin-4-yl)-carbamoyl)pyridin-2-yl)-1-methyl-1H-1,2,3-triazol-5-yl)carbamate